2-fluoro-4-methyl-5-[(2,2,2-trifluoroethyl)sulfanyl]-phenyl-acetamide FC1=C(C=C(C(=C1)C)SCC(F)(F)F)CC(=O)N